O1CCC(CC1)N1N=CC(=C1)C1=NN2C(=NC=3C=CC=CC3C2=N1)N[C@H]1CNCCCC1 (3R)-3-({2-[1-(oxan-4-yl)-1H-pyrazol-4-yl][1,2,4]triazolo[1,5-c]quinazolin-5-yl}amino)azepan